Ethyl 2-(4-((2,5-dioxo-3-(4-(trifluoromethyl)phenyl) imidazolin-1-yl)methyl)-2-fluorophenoxy)-2-methylpropionate O=C1N(C(CN1C1=CC=C(C=C1)C(F)(F)F)=O)CC1=CC(=C(OC(C(=O)OCC)(C)C)C=C1)F